(E)-3-(3-isopropoxyphenyl)-3-(pyridin-2-yl)acrylonitrile C(C)(C)OC=1C=C(C=CC1)\C(=C/C#N)\C1=NC=CC=C1